8-[[6-[allyl(methyl)amino]-2,2-difluoro-1,3-benzodioxol-5-yl]sulfanyl]-9H-purin-6-amine C(C=C)N(C=1C(=CC2=C(OC(O2)(F)F)C1)SC=1NC2=NC=NC(=C2N1)N)C